[3-(dimethylamino) propyl]-11-methyl-6-oxo-4-{3-[(1-oxononyl) oxy] propyl}-7,11-diaza-5-oxadodec-1-yl nonanoate C(CCCCCCCC)(=O)OCCCC(OC(NCCCN(CCCCN(C)C)C)=O)CCCOC(CCCCCCCC)=O